ClC1=NC=C(C(=C1N)N)C 2-chloro-5-methyl-3,4-pyridinediamine